C(#N)CCOP(O[C@H]1[C@@H](O[C@@H]([C@H]1O)CO)N1C=NC=2C(=O)N(C=NC12)CCN1C(C2=CC=CC=C2C1=O)=O)N(C(C)C)C(C)C 2'-O-{(2-cyanoethoxy)[di(propan-2-yl)amino]phosphino}-1-[2-(1,3-di-oxo-1,3-dihydro-2H-isoindol-2-yl)ethyl]inosine